6-chloro-2-(5-fluoro-4H-1,2,4-triazol-3-yl)-3-(1H-imidazol-1-yl)-5-methoxy-1-methyl-1H-pyrrolo[3,2-b]pyridine ClC=1C=C2C(=NC1OC)C(=C(N2C)C2=NN=C(N2)F)N2C=NC=C2